NC=1C=C(C=NC1)OC1CN(C1)C=1C=C(C(=O)NC=2C=NC=C(C2)C(F)(F)F)C=CC1C 3-(3-((5-aminopyridin-3-yl)oxy)azetidin-1-yl)-4-methyl-N-(5-(trifluoromethyl)pyridin-3-yl)benzamide